C(C(C)=C)OCC(C(=O)OCCCCCCCCCCCCCCCCC)=C heptadecyl α-methallyloxymethylacrylate